ClC1=C(C=C(C=C1)F)C1NC(C2=C1C(=CC1=C(N(N=C21)C)C=C2CC2)NC(C2=CC(=CC(=C2)C(F)(F)F)F)=O)=O N-[6-(2-chloro-5-fluorophenyl)-3-(cyclopropylidenemethyl)-2-methyl-8-oxo-7,8-dihydro-6H-pyrrolo[4,3-g]indazol-5-yl]-3-fluoro-5-(trifluoromethyl)benzamide